(2S,3S)-N-(4-fluoro-1-(m-tolyl)-1H-indazol-6-yl)-3-hydroxypyrrolidine-2-carboxamide hydrochloride Cl.FC1=C2C=NN(C2=CC(=C1)NC(=O)[C@H]1NCC[C@@H]1O)C=1C=C(C=CC1)C